NCC1C(CCC1)NC(OC(C)(C)C)=O tert-Butyl (2-(aminomethyl)cyclopentyl)carbamate